IC=1C=CC(=C(C1)C=1SC=2N=C(N=C(C2N1)N)C)C 2-(5-iodo-2-methylphenyl)-5-methylthiazolo[5,4-d]pyrimidin-7-amine